C(C=C)(=O)N1C[C@@H](N(CC1)C1=NC(N2C3=C(C(=C(C=C13)Cl)C1=C(C=CC=C1O)F)OC[C@H]2CN2CC(CC2)(F)F)=O)C (3R,10S)-7-((S)-4-acryloyl-2-methylpiperazin-1-yl)-9-chloro-3-((3,3-difluoropyrrolidin-1-yl)methyl)-10-(2-fluoro-6-hydroxyphenyl)-2,3-dihydro-5H-[1,4]oxazino[2,3,4-ij]quinazolin-5-one